(3-fluoroazetidin-1-yl)-3-(4-fluoro-2-methyl-phenoxy)-5-methyl-pyridazine-4-carboxylic acid methyl ester COC(=O)C1=C(N=NC(=C1C)N1CC(C1)F)OC1=C(C=C(C=C1)F)C